C12(CC3CC(CC(C1)C3)C2)CN2C[C@@H]3[C@H](C2)CC(C3)COC=3N=NC(=CC3)C=3N(N=CC3C)C (3aR,6aS)-2-(1-adamantyl-methyl)-5-[[6-(2,4-dimethylpyrazol-3-yl)pyridazin-3-yl]oxymethyl]-3,3a,4,5,6,6a-hexahydro-1H-cyclopenta[c]pyrrole